C(CCC(=O)O)(=O)O.C(CCCCCCC\C=C/CCCCCCCC)(=O)OC(CO)COC(CCCCCCC\C=C/CCCCCCCC)=O.C(CCCCCCC\C=C/CCCCCCCC)(=O)OC(CO)COC(CCCCCCC\C=C/CCCCCCCC)=O 2,3-dioleoyl-glycerol hemisuccinate